2,5-bis(dimethylamino)-1,4-benzoquinone CN(C=1C(C=C(C(C1)=O)N(C)C)=O)C